N-(3-((2-((4-methyl-2-(1-methylpiperidin-4-yl)thiazol-5-yl)amino)-5-(trifluoromethyl)pyrimidin-4-yl)amino)propyl)oxetane-3-carboxamide CC=1N=C(SC1NC1=NC=C(C(=N1)NCCCNC(=O)C1COC1)C(F)(F)F)C1CCN(CC1)C